4-(6-(3-Ethoxy-2-fluoro-4-methoxyphenyl)pyridin-2-yl)-1,2-oxaborolan-2-ol C(C)OC=1C(=C(C=CC1OC)C1=CC=CC(=N1)C1CB(OC1)O)F